4-(4-(3-propylthioureido)phenyl)-7H-pyrrolo[2,3-d]pyrimidin C(CC)NC(NC1=CC=C(C=C1)C=1C2=C(N=CN1)NC=C2)=S